ethyl-Chlorosilane C(C)[SiH2]Cl